Ethyl (3R)-3-(7-{[(2S)-2-(1,1-difluoroethyl)-7-hydroxy-2,3-dihydropyrido[2,3-f][1,4]oxazepine-4(5H)-yl]methyl}-1-benzothiophen-5-yl)-3-(1,4-dimethyl-1H-benzotriazol-5-yl)propanoate FC(C)(F)[C@H]1OC2=C(CN(C1)CC1=CC(=CC=3C=CSC31)[C@@H](CC(=O)OCC)C3=C(C1=C(N(N=N1)C)C=C3)C)N=C(C=C2)O